CC(C)CCC[C@@H](C)[C@H]1CC[C@H]2[C@@H]3CC=C4C[C@H](CC[C@]4(C)[C@H]3CC[C@]12C)OCCCCCCCCO[C@@H](CN(C)C)COCCCCCCCC\C=C/C\C=C/CCCCC (2S)-2-({8-[(3b)-cholest-5-en-3-yloxy]octyl}oxy)-N,N-dimethyl-3-[(9Z,12Z)-octadeca-9,12-dien-1-yloxy]propan-1-amine